C1(CC1)C=1N=NN(C1)[C@H](C(=O)N1[C@@H](C[C@H](C1)O)C(=O)N[C@H]1[C@@H](C1)C1=C(C=C(C=C1)F)F)C(C)(C)C (2S,4r)-1-[(2S)-2-(4-cyclopropyl-triazol-1-yl)-3,3-dimethyl-butyryl]-N-[(1r,2S)-2-(2,4-difluorophenyl)cyclopropyl]-4-hydroxy-pyrrolidine-2-carboxamide